C(C)(C)(C)OC(C(CCC(=O)N)C=1C(=NC2=CC=C(C=C2C1)[N+](=O)[O-])C)=O.C12C(CC(CC1)C2)C[SH+]C2C(CCCC2)=O (2-norbornyl)methyl-(2-oxocyclohexyl)sulfonium tert-butyl-5-amino-2-(2-methyl-6-nitroquinolin-3-yl)-5-oxopentanoate